trimethoxysilylpropyl-bis(trimethoxysilylpropylamino)methylethyl sulfide CO[Si](OC)(OC)CCCC(C)(C(NCCC[Si](OC)(OC)OC)NCCC[Si](OC)(OC)OC)SC(C)(CCC[Si](OC)(OC)OC)C(NCCC[Si](OC)(OC)OC)NCCC[Si](OC)(OC)OC